ClC=1N=CC=2OCCN(C2N1)CC1=CC=C(C=C1)C=1N(C=C(N1)C(F)(F)F)C 2-chloro-8-(4-(1-methyl-4-(trifluoromethyl)-1H-imidazol-2-yl)benzyl)-7,8-dihydro-6H-pyrimido[5,4-b][1,4]oxazine